2,3,6,7,10,11-hexamethoxy-1,5,9-triazacoronen COC1=NC2=CC(=C3C(=NC4=CC(=C5C(=NC6=CC(=C1C1=C6C5=C4C3=C21)OC)OC)OC)OC)OC